O(C1=CC=CC=C1)C1=CC2=CC=CC=C2C=C1 2-Phenoxynaphthalene